1,2-propanedithioL C(C(C)S)S